8-chloro-5-hydroxy-2-((2-(trimethylsilyl)ethoxy)methyl)phthalazin-1(2H)-one ClC=1C=CC(=C2C=NN(C(C12)=O)COCC[Si](C)(C)C)O